C[C@@H](CCC)OC1=NN2C(C(=N1)N)=NC=C2CC2CNCC2 2-(((S)-pent-2-yl)oxy)-7-(pyrrolidin-3-ylmethyl)imidazo[2,1-f][1,2,4]triazin-4-amine